COC=1C=C(C=CC1)C(CBr)=O m-methoxy-α-bromoacetophenone